S1C(=NC=C1)CCO 2-(thiazol-2-yl)ethan-1-ol